trans-6-chloro-4-((4-(cyclopropyl(4-fluorophenyl)amino)cyclohexyl)(methyl)amino)-1-methyl-2-oxo-1,2-dihydro-1,5-naphthyridine-3-carbonitrile ClC=1N=C2C(=C(C(N(C2=CC1)C)=O)C#N)N(C)[C@@H]1CC[C@H](CC1)N(C1=CC=C(C=C1)F)C1CC1